[N+](=O)([O-])CC(C1=CC=CC=C1)C1=C(NC2=CC=CC=C12)C1=C(C=CC=C1)NC(C=C)=O N-(2-(3-(2-nitro-1-phenylethyl)-1H-indol-2-yl)phenyl)acrylamide